C1(CCCCC1)C(=NO)C1CCCCC1 cyclohexylketoxime